2,6-bis[(4R)-4-benzyl-2-oxazolin-2-yl]pyridine C(C1=CC=CC=C1)[C@H]1N=C(OC1)C1=NC(=CC=C1)C=1OC[C@H](N1)CC1=CC=CC=C1